2-(4-methyl-3-cyclohexenyl)-2-propanol CC1=CCC(CC1)C(C)(C)O